FC(CN1C(=NC=2C1=NC(=CC2)C=2C=CN1N=C(N=CC12)NC[C@H](C)O)C)F (S)-1-((5-(3-(2,2-Difluoroethyl)-2-methyl-3H-imidazo[4,5-b]pyridin-5-yl)pyrrolo[2,1-f][1,2,4]triazin-2-yl)amino)propan-2-ol